methyl (2S)-2-[[(1S,3aR,6aS)-2-(1H-indole-2-carbonyl)-hexahydro-1H-cyclopenta[c]pyrrol-1-yl]formamido]-3-[(3S)-2-oxopyrrolidin-3-yl]propanoate N1C(=CC2=CC=CC=C12)C(=O)N1[C@@H]([C@@H]2[C@H](C1)CCC2)C(=O)N[C@H](C(=O)OC)C[C@H]2C(NCC2)=O